6-(4-(4-isopropylpiperazin-1-yl)phenyl)-4-methyl-2-(4-(methylsulfonyl)phenyl)-4H-pyrrolo[3,2-b]pyridine C(C)(C)N1CCN(CC1)C1=CC=C(C=C1)C=1C=C2C(N(C1)C)=CC(=N2)C2=CC=C(C=C2)S(=O)(=O)C